N-(5-Cyclopentyl-1H-pyrazol-3-yl)-2-[4-(morpholinomethyl)-2-azabicyclo[2.1.1]hexan-2-yl]pyrimidin-4-amine C1(CCCC1)C1=CC(=NN1)NC1=NC(=NC=C1)N1C2CC(C1)(C2)CN2CCOCC2